25-hydroxy-(3β)-cholest-5-en-3-ol sulfate S(=O)(=O)(O)O[C@@H]1CC2=CC[C@H]3[C@@H]4CC[C@H]([C@@H](CCCC(C)(C)O)C)[C@]4(CC[C@@H]3[C@]2(CC1)C)C